CN1CCC(=C2C3=C(CCC4=CC=CC=C42)SC=C3)CC1 The molecule is a benzocycloheptathiophene that is 9,10-dihydro-4H-benzo[4,5]cyclohepta[1,2-b]thiophene 4-ylidene)-1-methylpiperidine which is joined from the 4 position to the 4 position of an N-methylpiperidine moiety by a double bond. It is a sedating antihistamine, with strong serotonin antagonist and weak antimuscarinic activity. It is generally used as the malate salt for the treatment of migraine and the prevention of headache attacks during cluster periods. It has a role as a serotonergic antagonist, a muscarinic antagonist and a histamine antagonist. It derives from a piperidine. It is a conjugate base of a pizotifen(1+).